C(C)(C)(C)C=1C=NC=CC1C=1C=C(C=CC1)[C@@]1(C2=C(NC=3N=CC=CC13)CC(CC2=O)(C)C)C (S)-5-(3-(3-(tert-butyl)pyridin-4-yl)phenyl)-5,8,8-trimethyl-7,8,9,10-tetrahydrobenzo[b][1,8]naphthyridin-6(5H)-one